C1(CCCCC1)P(C1CCCCC1)C1CCCCC1.CBr methyl bromide tricyclohexylphosphine salt